CC1=CC2=C(C3=CC=CC=C3C(=C2C=C1)OC(CCCCCCCCC)=O)OC(CCCCCCCCC)=O 2-methyl-9,10-bis(n-decanoyloxy)anthracene